NC=1C(=CC2=C(OCO2)C1)C(CCNC(C)C)=O 1-(6-aminobenzo[d][1,3]dioxol-5-yl)-3-(isopropylamino)propan-1-one